1-(3-(4-amino-1-isopropyl-1H-pyrazolo[4,3-c]pyridin-3-yl)-5-cyclopropylisoxazol-4-yl)-3-methylimidazolidin-2-one NC1=NC=CC2=C1C(=NN2C(C)C)C2=NOC(=C2N2C(N(CC2)C)=O)C2CC2